(4-((3-(7-(((E)-3-fluoro-1-methylpiperidin-4-yl)amino)-3-(4-fluorophenyl)benzo[b]thiophen-2-yl)prop-2-yn-1-yl)amino)-3-methoxyphenyl)dimethylphosphine oxide FC1CN(CCC1NC1=CC=CC2=C1SC(=C2C2=CC=C(C=C2)F)C#CCNC2=C(C=C(C=C2)P(C)(C)=O)OC)C